diaminopyrazolopyridine NC1=NC2=C(C=C1)NN=C2N